C(C)(C)(C)OC(=O)N1CC(=CCC1)C=1N(C(C(=C(N1)C(=O)OCC)OCC)=O)C Ethyl 2-(1-(Tert-Butoxycarbonyl)-1,2,5,6-Tetrahydropyridin-3-Yl)-5-Ethoxy-1-Methyl-6-Oxo-1,6-Dihydropyrimidine-4-Carboxylate